(S)-3-(3-(hydroxymethyl)piperidin-1-yl)-3-oxopropionitrile OC[C@@H]1CN(CCC1)C(CC#N)=O